C1(CCCCC1)CC(=O)N cyclohexaneacetamide